COC(=O)C1=CC2=C(OCCO2)C=C1 benzodioxane-6-carboxylic acid methyl ester